BrC=1SC=2N=CN=C(C2N1)N1CCCCC1 2-bromo-7-(piperidin-1-yl)thiazolo[5,4-d]pyrimidine